(3,4-Dihydrospiro[2H-1,4-benzoxazine-2,1'-cyclopropan]-4-yl)[3-(1H-pyrrol-1-yl)phenyl]methanone C12(CC1)OC1=C(N(C2)C(=O)C2=CC(=CC=C2)N2C=CC=C2)C=CC=C1